ClC1=C(CSC=2NC(C(=C(N2)C2=CC(=C(C=C2)OCC)OC)C#N)=O)C=CC=C1 2-((2-chlorobenzyl)thio)-4-(4-ethoxy-3-methoxyphenyl)-6-oxo-1,6-dihydropyrimidine-5-carbonitrile